cholestanoxy-2,4-diaminobenzene C(C(C)CCC[C@@H](C)[C@H]1CC[C@H]2[C@@H]3CCC4CCCC[C@]4(C)[C@H]3CC[C@]12C)OC1=C(C=C(C=C1)N)N